7-ethyl-1-(6-fluoropyridin-3-yl)-3-iodo-1H-indazole C(C)C=1C=CC=C2C(=NN(C12)C=1C=NC(=CC1)F)I